N[C@@H](C(=O)O)C1=C(C=CC=C1)C (R)-amino(2-methylphenyl)acetic acid